ClC1=NC=CC(=C1C(F)(F)F)OC 2-chloro-4-methoxy-3-(trifluoromethyl)pyridine